ClC1=C(C=C(C=C1)F)N=C(N)C1=C(C=2N(N=C1)C=C(C2)C=2C(=NC(=CC2)OC)C)N[C@@H]2CC[C@H](CC2)NC(OC(C)(C)C)=O tert-butyl N-[trans-4-[[3-[N'-(2-chloro-5-fluoro-phenyl)carbamimidoyl]-6-(6-methoxy-2-methyl-3-pyridyl)pyrrolo[1,2-b]pyridazin-4-yl]amino]cyclohexyl]carbamate